FC1=CC=C(C=C1)C=1N=C2C=NC(=NC2=NC1)N[C@H](C)C=1C=NC(=NC1)C(F)(F)F (R)-6-(4-fluorophenyl)-N-(1-(2-(trifluoromethyl)pyrimidin-5-yl)ethyl)pteridinamine